CC1=NN=C2N1C1=CC(=CC=C1C(=N2)NC2=CC=CC=C2)C(=C)C methyl-N-phenyl-8-(prop-1-en-2-yl)-[1,2,4]triazolo[4,3-a]quinazolin-5-amine